2-hydroxy-2-(4-methoxyphenyl)-3-oxoindole-1-carbaldehyde OC1(N(C2=CC=CC=C2C1=O)C=O)C1=CC=C(C=C1)OC